BrC1=C(C2=C(N=C(N=C2)NC)N(C1=O)C)C 6-bromo-5,8-dimethyl-2-(methylamino)pyrido[2,3-d]pyrimidin-7(8H)-one